tert-Butyl (4-(8-amino-3-isopropyl-1-(4-((7-methyl-1H-benzo[d]imidazol-2-yl)methyl)naphthalen-1-yl)imidazo[1,5-a]pyrazin-5-yl)cyclohex-3-en-1-yl)(methyl)carbamate NC=1C=2N(C(=CN1)C1=CCC(CC1)N(C(OC(C)(C)C)=O)C)C(=NC2C2=CC=C(C1=CC=CC=C21)CC2=NC1=C(N2)C(=CC=C1)C)C(C)C